ClC=1C=C2CC(OC(C2=CC1)[C@H]1O[C@H]([C@H]2[C@@H]1OC(O2)(C)C)N2C=CC1=C2N=CN=C1C)=O 6-chloro-1-[(3aR,4R,6R,6aR)-2,2-dimethyl-4-(4-methylpyrrolo[2,3-d]pyrimidin-7-yl)-3a,4,6,6a-tetrahydrofuro[3,4-d][1,3]dioxol-6-yl]isochroman-3-one